3-(5-(8-benzhydryl-3,8-diazabicyclo[3.2.1]octane-3-carbonyl)-1-oxoisoindolin-2-yl)piperidine-2,6-dione C(C1=CC=CC=C1)(C1=CC=CC=C1)N1C2CN(CC1CC2)C(=O)C=2C=C1CN(C(C1=CC2)=O)C2C(NC(CC2)=O)=O